C(C)C1=NN=C2N1C=CC(=C2C)CCC(=O)O 3-(3-ethyl-8-methyl-[1,2,4]triazolo[4,3-a]pyridin-7-yl)propanoic acid